CC1=C(C=C(C(=O)NC2=NOC3=C2CCCC3)C=C1)C#CC=1C=NC=CC1 4-methyl-3-[2-(pyridin-3-yl)ethynyl]-N-(4,5,6,7-tetrahydro-1,2-benzoOxazol-3-yl)benzamide